C(C)C(CN=C=O)CCCC 2-ethyl-hexylisocyanate